C1(CC1)S(=O)(=O)NC=1SC=C(N1)C(C(=O)NC1=CC=C(C=N1)C=1C=NC=C(C1)OCC)(C)C 2-(2-(cyclopropanesulfonylamino)thiazol-4-yl)-N-(5'-ethoxy-[3,3'-bipyridin]-6-yl)-2-methylpropanamide